C(C)(C)(C)N(C(O)=O)C1=CC2=CC=C(C(=C2C(=C1)B1OC(C(O1)(C)C)(C)C)F)F.COC1=CC=C(C=C1)CCCCCCCNC(CC)=O N-[7-(4-methoxyphenyl)heptyl]propanamide tert-butyl-(5,6-difluoro-4-(4,4,5,5-tetramethyl-1,3,2-dioxaborolan-2-yl)naphthalen-2-yl)carbamate